ethyl 3-((5-bromo-2-methoxyphenyl)sulfonamido)-7,8-dihydro-1,6-naphthyridine-6(5H)-carboxylate BrC=1C=CC(=C(C1)S(=O)(=O)NC=1C=NC=2CCN(CC2C1)C(=O)OCC)OC